OCCCCC[C@H](CCCC)C1=C(C=C(C=C1O)CC(CCCCCCCCC)C)O 2-[(5S)-10-Hydroxydecan-5-yl]-5-(2-methylundecyl)benzene-1,3-diol